C(C1=CC=CC=C1)(=O)C1=C(OC2=C1C=C(C=C2)F)CC(C(=O)OCC)(C(=O)OCC)Br diethyl 2-((3-benzoyl-5-fluorobenzofuran-2-yl) methyl)-2-bromomalonate